The molecule is a member of the class of benzoates that results from the removal of a proton from the carboxylic acid group of 3-O-methylgallic acid. It derives from a gallate. It is a conjugate base of a 3-O-methylgallic acid. COC1=CC(=CC(=C1[O-])O)C(=O)O